C(C)(C)C1=C(C(=CC=C1)C(C)C)N1C(C=CC2=CC=CC=C12)C1=C(C=CC2=CC=CC=C12)CNC1=C(C=CC=C1)C N-(2,6-Diisopropylphenyl)-2-{2-[(o-tolylamino)methyl]naphthalen-1-yl}quinolin